N1=C(C=CC2=CC=CC=C12)SC(C1=C(C=CC=C1)C(F)(F)F)N1CCC(CC1)O ((Quinolin-2-ylsulfanyl)(2-(trifluoromethyl)phenyl)methyl)piperidin-4-ol